N1[C@@H](CCC1)CC(=O)O beta-Homoproline